BrCCCCCS(=O)(=O)[O-].[Na+] sodium 5-bromopentanylsulfonate